BrCCOC=1C=C2C=NN(C2=CC1)C 5-(2-bromoethoxy)-1-methyl-1H-indazole